ClC1=C(C(=CC=C1)Cl)C=1NC2=C(C3=C(N1)C=CC=C3)NN=C2 5-(2,6-dichlorophenyl)-1,4-dihydrobenzo[d]pyrazolo[3,4-f][1,3]diazepin